C(CCC)N1C([C@H](NC(C12CCN(CC2)CC2=CC=C(C=C2)OC2=C(C=C(C=C2)C(=O)O)OC)=O)[C@@H](C2CCCCC2)O)=O (3R)-1-butyl-2,5-dioxo-3-((1R)-1-hydroxy-1-cyclohexylmethyl)-9-(4-(4-carboxy-2-methoxyphenoxy)phenylmethyl)-1,4,9-triazaspiro[5.5]undecane